N-n-pentadecanoyl-phenylalanine C(CCCCCCCCCCCCCC)(=O)N[C@@H](CC1=CC=CC=C1)C(=O)O